allyl (6aS)-3-hydroxy-2-methoxy-12-oxo-6-((tetrahydro-2H-pyran-2-yl)oxy)-6,6a,7,8,9,10-hexahydrobenzo[e]pyrido[1,2-a][1,4]-diazepine-5(12H)-carboxylate OC=1C(=CC2=C(N(C([C@H]3N(C2=O)CCCC3)OC3OCCCC3)C(=O)OCC=C)C1)OC